C(=O)OC1(CN(C1)CC1=NC=C(C=C1)C1CN(C1)C1=C(C=CC=C1Cl)Cl)C 1-((5-(1-(2,6-dichlorophenyl)azetidin-3-yl)pyridin-2-yl)methyl)-3-methylazetidin-3-ol formate